C(=CC1=CC=CC=C1)N1N=NC(=C1N)C1=CC(=CC=C1)C(F)(F)F 1-(styryl)-4-(m-trifluoromethyl-phenyl)-5-amino-1,2,3-triazole